C(C)(C)(C)OC(N(C)C(C(=O)NC=1N=NC(=C(C1)C1CC1)C1=C(C=C(C=C1)C=O)OCOCC)C)=O.C(C=C)(=O)OCC1COC1 3-(Acryloyloxymethyl)oxetane tert-butyl-(1-((5-cyclopropyl-6-(2-(ethoxymethoxy)-4-formylphenyl)pyridazin-3-yl)amino)-1-oxopropan-2-yl)(methyl)carbamate